O1C(CCC1)C(=N)N tetrahydrofuran-2-carboxamidine